OC1=CC=C2C=CC(=CC2=C1)C(=O)O 7-hydroxy-2-naphthoic acid